(R)-2-[5-(3-Chloro-4-hydroxyphenyl)-pyridin-3-ylamino]-2-phenylacetamide ClC=1C=C(C=CC1O)C=1C=C(C=NC1)N[C@@H](C(=O)N)C1=CC=CC=C1